aluminum silicon copper titanium [Ti].[Cu].[Si].[Al]